ClC1=NC=CC(=N1)COC1=CC=C(C=C1)C(C)(C)C1=CC=C(OC2CC(CCC2)NC(OC(C)(C)C)=O)C=C1 Tert-butyl (3-(4-(2-(4-((2-chloropyrimidin-4-yl)methoxy)phenyl)propan-2-yl)phenoxy)cyclohexyl)carbamate